CN1N=CC(=C1)C1CN(CCC1=O)C(=O)OC(C)(C)C tert-butyl 3-(1-methyl-1H-pyrazol-4-yl)-4-oxopiperidine-1-carboxylate